di-tertbutylmethylphenol C(C)(C)(C)C1=C(C(=C(C=C1)O)C)C(C)(C)C